NC(CCC(=O)N1CCC(CC1)C1=NN(C=2C=CC=C(C12)C1=CC=C2C=NN(C2=C1)C)CC(=O)NCC(=O)NCC(=O)OC)=O methyl (2-(3-(1-(4-amino-4-oxobutanoyl)piperidin-4-yl)-1'-methyl-1H,1'H-[4,6'-biindazol]-1-yl)acetyl)glycylglycinate